C1(=CC=CC=C1)CCC(CN(O)CC(CCC1=CC=CC=C1)O)O N,N-bis(4-phenyl-2-hydroxyl-butyl)-hydroxylamine